7-[[4-[1-methyl-4-(trifluoromethyl)imidazol-2-yl]phenyl]methyl]-2-[2-methyl-4-(trifluoromethyl)pyrazol-3-yl]-5H-pyrrolo[3,2-d]pyrimidine CN1C(=NC(=C1)C(F)(F)F)C1=CC=C(C=C1)CC1=CNC2=C1N=C(N=C2)C=2N(N=CC2C(F)(F)F)C